C[N+]1=CC=C(C=C1)C2=C3C=CC(=C(C4=NC(=C(C5=CC=C(N5)C(=C6C=CC2=N6)C7=CC=[N+](C=C7)C)C8=CC=[N+](C=C8)C)C=C4)C9=CC=[N+](C=C9)C)N3 meso-Tetra(N-methyl-4-pyridyl)porphine tetratosylate